3-((2S)-2-hydroxy-3-(8-(naphthalen-2-ylsulfonyl)-1-oxa-8-azaspiro[4.5]decan-3-ylamino)propoxy)-N-(2-hydroxypropyl)benzenesulfonamide O[C@H](COC=1C=C(C=CC1)S(=O)(=O)NCC(C)O)CNC1COC2(C1)CCN(CC2)S(=O)(=O)C2=CC1=CC=CC=C1C=C2